NCCC=1C=NC(=NC1)C1=C(C=C(C#N)C=C1)CN1N=CC(=C1)N1CCCC1 4-[5-(2-aminoethyl)pyrimidin-2-yl]-3-[(4-pyrrolidin-1-ylpyrazol-1-yl)methyl]benzonitrile